2-(3,5-difluorophenyl)-6-methyl-1,3,6,2-dioxazaborocane-4,8-dione FC=1C=C(C=C(C1)F)B1OC(CN(CC(O1)=O)C)=O